N4-((1s,4s)-4-aminocyclohexyl)-5-(1-methyl-1H-pyrazol-4-yl)-N2-(m-tolyl)pyrimidine-2,4-diamine NC1CCC(CC1)NC1=NC(=NC=C1C=1C=NN(C1)C)NC=1C=C(C=CC1)C